(E)-5-(1-(4-(4-isopropylpiperazin-1-yl)phenyl)-3-methyl-2-phenylbut-1-en-1-yl)benzene C(C)(C)N1CCN(CC1)C1=CC=C(C=C1)\C(=C(/C(C)C)\C1=CC=CC=C1)\C=1C=CC=CC1